N-[2-([6-[4-(5-chloro-2-fluorobenzenesulfonamido)phenyl]-3-methyl-1H-pyrazolo[3,4-d]pyrimidin-4-yl]amino)ethyl]-N-methylformamid ClC=1C=CC(=C(C1)S(=O)(=O)NC1=CC=C(C=C1)C1=NC(=C2C(=N1)NN=C2C)NCCN(C=O)C)F